FC=1C=CC=C2C(=CN(C12)COCC[Si](C)(C)C)B1OC(C(O1)(C)C)(C)C 7-fluoro-3-(tetramethyl-1,3,2-dioxaborolan-2-yl)-1-{[2-(trimethylsilyl)ethoxy]-methyl}-1H-indole